C(#CCCCC)C1=CC2=C(NC(CC(N2C2=CC(=CC=C2)C2=NOC(N2)=S)=O)=O)C2=CC=CC=C12 7-(Hex-1-yn-1-yl)-5-(3-(5-thioxo-4,5-dihydro-1,2,4-oxadiazol-3-yl)phenyl)-1,5-dihydro-2H-naphtho[1,2-b][1,4]diazepine-2,4(3H)-dione